C[Si](C#CC[C@H](CCCC)NC(OC(C)(C)C)=O)(C)C tert-butyl (S)-(1-(trimethylsilyl)oct-1-yn-4-yl)carbamate